N-(2-Methoxyethyl)-3-(1-methyl-1H-imidazol-4-yl)-4-((4-(trifluoromethyl)benzyl)amino)benzamide COCCNC(C1=CC(=C(C=C1)NCC1=CC=C(C=C1)C(F)(F)F)C=1N=CN(C1)C)=O